C[C@@]1(COC[C@H]1OC1=NC(=NC=C1C(F)(F)F)NC1CCN(CC1)S(=O)(=O)C)O cis-3-methyl-4-((2-((1-(methylsulfonyl)piperidin-4-yl)amino)-5-(trifluoromethyl)pyrimidin-4-yl)oxy)tetrahydrofuran-3-ol